ClC1=CC2=C(N(C(N2CC2=NC=C(C=C2)C=2OC(=NN2)C(F)F)=O)C2CCN(CC2)CC(C)(F)F)C=C1 5-chloro-3-((5-(5-(difluoromethyl)-1,3,4-oxadiazole-2-yl)pyridine-2-yl)methyl)-1-(1-(2,2-difluoropropyl)piperidine-4-yl)-1,3-dihydro-2H-benzo[d]imidazole-2-one